3-amino-2-(4-fluoro-3,5-dimethyl-phenyl)-6,7-dihydro-4H-pyrazolo[1,5-a]pyrazine-5-carboxylic acid tert-butyl ester C(C)(C)(C)OC(=O)N1CC=2N(CC1)N=C(C2N)C2=CC(=C(C(=C2)C)F)C